1-(4-(2-(4-methoxyphenyl)propan-2-yl)thiazol-2-yl)-3-(3-(piperazin-1-yl-sulfonyl)propyl)urea COC1=CC=C(C=C1)C(C)(C)C=1N=C(SC1)NC(=O)NCCCS(=O)(=O)N1CCNCC1